N-[(4-{[4-(dicyclopropylamino)cyclohexyl]amino}-3-nitrophenyl)sulfonyl]-2-(1H-pyrrolo[2,3-b]pyridin-5-yloxy)benzamide C1(CC1)N(C1CCC(CC1)NC1=C(C=C(C=C1)S(=O)(=O)NC(C1=C(C=CC=C1)OC=1C=C2C(=NC1)NC=C2)=O)[N+](=O)[O-])C2CC2